NCC(O)[C@@H]1C[C@H](C1)NC(OC(C)(C)C)=O tert-Butyl N-[trans-3-(2-amino-1-hydroxyethyl)cyclobutyl]carbamate